Potassium 2-Ethoxy-2-oxo-1-((1R,5R)-2-oxobicyclo[3.1.0]hexan-3-ylidene)ethanolate C(C)OC(C([O-])=C1C([C@@H]2C[C@@H]2C1)=O)=O.[K+]